ethyl (2e)-5-hydroxy-2-pentenoate OCC/C=C/C(=O)OCC